tert-butyl N-(1-benzylpyrrolidin-3-yl)-N-{bicyclo[1.1.1]pentan-1-yl}carbamate C(C1=CC=CC=C1)N1CC(CC1)N(C(OC(C)(C)C)=O)C12CC(C1)C2